N-(4-((2-(1,1-difluoroethyl)pyrimidin-4-yl)amino)-5-(2,2-dimethyl-2,3-dihydro-[1,4]dioxino[2,3-b]pyridin-6-yl)pyridin-2-yl)acetamide FC(C)(F)C1=NC=CC(=N1)NC1=CC(=NC=C1C1=CC=C2C(=N1)OCC(O2)(C)C)NC(C)=O